C1(=CC=CC2=CC=CC=C12)OCCC(=O)C1=CC=CC=C1 3-(1-naphthoxy)propiophenone